C(C)(=O)NC1=CC=C(C=C1)C=CC1=CC=C(C=C1)NC(C)=O 1,2-bis(4-acetamidophenyl)ethanen